2-(4-methoxyphenyl)-5-(piperidin-3-yl)-2,4-dihydro-3H-1,2,4-triazol-3-one COC1=CC=C(C=C1)N1N=C(NC1=O)C1CNCCC1